5-(2-Hydroxyethyl)-1,3-dioxan-2-on OCCC1COC(OC1)=O